CN1CC(C1)(C)[C@@](C=1C=NC=C(C(=N)NO)C1)(C1=CC=C(C=C1)C1(CC1)C(F)(F)F)O 5-{(R)-(1,3-Dimethyl-azetidin-3-yl)-hydroxy-[4-(1-trifluoromethyl-cyclopropyl)-phenyl]-methyl}-N-hydroxy-nicotinamidine